dibutyl-5-nonene phosphate P(=O)(O)(O)O.C(CCC)C(=C(CCCC)CCCC)CCC